5-(2,2-difluorovinyl)-2-fluoro-5-methylindolo[2,1-a]isoquinolin-6(5H)-one FC(=CC1(C(N2C(C=3C=C(C=CC13)F)=CC=1C=CC=CC12)=O)C)F